(R)-2-(((R)-3-(2,5-dichlorophenyl)-3-(1-methylpiperidin-4-yl)propyl)(methyl)amino)-2-(2-((1r,4R)-4-(difluoromethoxy)cyclohexyl)-3-methylphenyl)acetic acid ClC1=C(C=C(C=C1)Cl)[C@H](CCN([C@@H](C(=O)O)C1=C(C(=CC=C1)C)C1CCC(CC1)OC(F)F)C)C1CCN(CC1)C